FC(C(=O)N)(C1=C(C=CC=C1)OC(F)(F)F)F difluoro-2-(2-(trifluoromethoxy)phenyl)acetamide